Tert-butyl-4-((4-(difluoromethoxy)phenyl)(4-methoxypyridin-3-yl)amino)piperidine-1-carboxylate C(C)(C)(C)OC(=O)N1CCC(CC1)N(C=1C=NC=CC1OC)C1=CC=C(C=C1)OC(F)F